N-(4-(2-((7-amino-2-(furan-2-yl)-[1,2,4]triazolo[1,5-a][1,3,5]triazin-5-yl)amino)ethyl)-phenyl)-4-methyltetrahydro-2H-pyran-4-carboxamide NC1=NC(=NC=2N1N=C(N2)C=2OC=CC2)NCCC2=CC=C(C=C2)NC(=O)C2(CCOCC2)C